N1=CN=CC2=C1C=CO2 FURO[3,2-D]PYRIMIDIN